4-(1-butyl-5-(4-(4-chlorophenoxy)phenyl)-1H-pyrazol-3-yl)piperidine C(CCC)N1N=C(C=C1C1=CC=C(C=C1)OC1=CC=C(C=C1)Cl)C1CCNCC1